N-(4-methyl-3-(2-(methylamino)-8,9-dihydroimidazo[1',2':1,6]pyrido[2,3-d]pyrimidin-6-yl)phenyl)-4-(trifluoromethyl)pyrimidine-2-carboxamide CC1=C(C=C(C=C1)NC(=O)C1=NC=CC(=N1)C(F)(F)F)C1=CC2=C(N=C(N=C2)NC)N2C1=NCC2